FC=1C=C(C=NC1OC)CN1C2CN(CC1C2)C2=CC=C(C=N2)C=2C=1N(C=C(C2)N2CC(C2)C(C)(C)O)N=CC1C#N 4-(6-(6-((5-Fluoro-6-methoxypyridin-3-yl)methyl)-3,6-diazabicyclo[3.1.1]heptan-3-yl)pyridin-3-yl)-6-(3-(2-hydroxypropan-2-yl)azetidin-1-yl)pyrazolo[1,5-a]pyridine-3-carbonitrile